ClC1=C(C=CC=C1NC=1N=CC=C2C=C(C=NC12)CN1C[C@@H](CC1)O)C1=C(C(=CC=C1)NC=1N=CC=C2C=C(C=NC12)CN1CCC1)C (R)-1-((8-((2'-Chloro-3'-((3-((3-hydroxypyrrolidin-1-yl)methyl)-1,7-naphthyridin-8-yl)amino)-2-methyl-[1,1'-biphenyl]-3-yl)amino)-1,7-naphthyridin-3-yl)methyl)azetidin